ClC1=C(C=CC(=C1)Cl)CNC(=O)C1CN(C(C1)=O)C1=CC=C(C=C1)C N-[(2,4-Dichlorophenyl)methyl]-1-(4-methylphenyl)-5-oxopyrrolidin-3-carboxamid